N-{5-[3-(4-fluoro-bicyclo[2.2.1]heptan-1-yl)-1,2,4-oxadiazol-5-yl]-4,5,6,7-tetrahydro[1,3]thiazolo[5,4-c]pyridin-2-yl}-N'-methylurea FC12CCC(CC1)(C2)C2=NOC(=N2)N2CC1=C(CC2)N=C(S1)NC(=O)NC